BrC=1C=C(C=CC1)C1(CC(C1)C)CO (1-(3-bromophenyl)-3-methylcyclobutyl)methanol